4-(2-(trifluoromethyl)phenyl)piperidin FC(C1=C(C=CC=C1)C1CCNCC1)(F)F